(S)-N-(2-(4-benzyl-piperidine-1-yl)propyl)-N-phenyl-propionamide C(C1=CC=CC=C1)C1CCN(CC1)[C@H](CN(C(CC)=O)C1=CC=CC=C1)C